N-(4-(3,4-dichlorophenyl)3-butyn-2-yl)piperazine-1-carboxamide hydrochloride Cl.ClC=1C=C(C=CC1Cl)C#CC(C)NC(=O)N1CCNCC1